sodium {N-methyl [(2-hydroxy-5-nonylphenyl) methyl] amino} acetate C(C)(=O)ON(C)CC1=C(C=CC(=C1)CCCCCCCCC)O.[Na]